C(CCC)(=O)NN butanoic acid hydrazide